1-(cyclobutanecarbonyl)piperidin C1(CCC1)C(=O)N1CCCCC1